5-(isopropyl)-bicyclo[2.2.1]Hept-2-ene C(C)(C)C1C2C=CC(C1)C2